C1(C#CCCCCC1)OCC(=O)N[C@H](C(=O)O)CO (2S)-2-[2-(cycloocta-2-yn-1-yloxy)acetamido]-3-hydroxypropionic acid